ClC=1C=NC(=NC1)OC1=C2[C@H](OC(C2=CC=C1)=O)CCC(F)(F)F (3R)-4-[(5-Chloro-2-pyrimidinyl)oxy]-3-(3,3,3-trifluoropropyl)-1(3H)-isobenzofuranone